Br[SiH]1CC[SiH](CC1)Br 1,4-dibromo-1,4-disilacyclohexane